3-(3-{tert-Butyl}-4-fluorophenyl)-N-methylcyclobutan-1-amine, trifluoroacetate salt FC(C(=O)O)(F)F.C(C)(C)(C)C=1C=C(C=CC1F)C1CC(C1)NC